2,2'-thiobis(4-t-octylphenolate) S(C1=C(C=CC(=C1)C(C)(C)CC(C)(C)C)[O-])C1=C(C=CC(=C1)C(C)(C)CC(C)(C)C)[O-]